1-Hydroxyoctane-3-one OCCC(CCCCC)=O